N-[6-chloro-5-(trifluoromethyl)(2-pyridyl)]acetamide ethyl-4-(3-(5-(pentan-3-ylcarbamoyl)oxazol-2-yl)phenyl)-1-((2-(trimethylsilyl)ethoxy)methyl)-1H-imidazole-2-carboxylate C(C)OC(=O)C=1N(C=C(N1)C1=CC(=CC=C1)C=1OC(=CN1)C(NC(CC)CC)=O)COCC[Si](C)(C)C.ClC1=C(C=CC(=N1)NC(C)=O)C(F)(F)F